ClC=1C=C(C=CC1)C=1C=CC=2N(C1)N=CC2C(=O)N2CCCCC2 (6-(3-chlorophenyl)pyrazolo[1,5-a]pyridin-3-yl)(piperidin-1-yl)methanone